FC1=C(C=C(C=C1)N(C(=O)C=1C=C(C=2N(C1)C=CN2)COC)C)OC N-(4-fluoro-3-methoxy-phenyl)-8-(methoxymethyl)-N-methyl-imidazo[1,2-a]pyridine-6-carboxamide